N-((3R,4S)-4-((7-(2,6-dichloro-3,5-dimethoxyphenyl)-5-(3-methoxypiperidin-1-yl)-2,6-naphthyridin-3-yl)amino)tetra-hydrofuran-3-yl)acrylamide ClC1=C(C(=C(C=C1OC)OC)Cl)C1=NC(=C2C=C(N=CC2=C1)N[C@H]1[C@H](COC1)NC(C=C)=O)N1CC(CCC1)OC